bis-(hydroxymethyl)urea OCNC(NCO)=O